N-(2-(1-(4-bromophenyl)vinyl)phenyl)-4-methyl-N-(2-methylallyl)benzenesulfonamide-1-d BrC1=CC=C(C=C1)C(=C)C1=C(C=CC=C1)N(S(=O)(=O)C1(CC=C(C=C1)C)[2H])CC(=C)C